4-(trifluoromethyl)benzyl fluoride FC(C1=CC=C(CF)C=C1)(F)F